COC=1OC(=CN1)CO (2-Methoxyoxazol-5-yl)methanol